sodium trihydroxybenzylacrylate OC1=C(C(C(C(=O)[O-])=C)(O)O)C=CC=C1.[Na+]